5-(tert-butyl)-N-(4-(6-(4-(((1R)-1-(3-((2,6-dioxopiperidin-3-yl)amino)phenyl)ethyl)carbamoyl)phenyl)pyrrolo[2,1-f][1,2,4]triazin-4-yl)-2-methylbenzyl)-1,2,4-oxadiazole-3-carboxamide C(C)(C)(C)C1=NC(=NO1)C(=O)NCC1=C(C=C(C=C1)C1=NC=NN2C1=CC(=C2)C2=CC=C(C=C2)C(N[C@H](C)C2=CC(=CC=C2)NC2C(NC(CC2)=O)=O)=O)C